isobutyl-methyl-pyrazine tert-butyl-(2-((S)-2-((S)-2-(3-(2,5-dioxo-2,5-dihydro-1H-pyrrol-1-yl)propanamido)propanamido)propanamido)ethyl)(methyl)carbamate C(C)(C)(C)OC(N(C)CCNC([C@H](C)NC([C@H](C)NC(CCN1C(C=CC1=O)=O)=O)=O)=O)=O.C(C(C)C)C=1C(=NC=CN1)C